C/C(=C\\CC/C(=C/CC[C@@](C)(C=C)O[C@H]1[C@@H]([C@H]([C@@H]([C@H](O1)CO)O)O)O)/C)/CC/C=C(/C)\\CO[C@H]2[C@@H]([C@H]([C@@H]([C@H](O2)CO)O)O)O[C@H]3[C@@H]([C@H]([C@@H]([C@H](O3)CO)O)O)O The molecule is a diterpene glycoside that is 20-hydroxygeranyllinalool substituted carrying beta-D-glucosyl and beta-D-glucosyl-(1->2)-beta-D-glucosyl residues at position O-3 and O-20 respectively. It has a role as a plant metabolite. It is a diterpene glycoside, a beta-D-glucoside and a sophoroside. It derives from a geranyllinalool.